ClC1=CC=C(C2=C1OCO2)C(=O)OCC ethyl 7-chlorobenzo[d][1,3]dioxole-4-carboxylate